4-iodo-1,1,2-trifluoro-1-butene ICCC(=C(F)F)F